(2-Chlorothiazol-5-yl)-N-methylthiazolidine-2-imine ClC=1SC(=CN1)N1C(SCC1)=NC